N=1C=C(N2C1N=CC=C2)N2C(CNCC2)=O 1-imidazo[1,2-a]pyrimidin-3-ylpiperazin-2-one